COC=1C=CC=C2C(C(NC12)=O)=O 7-methoxyindole-2,3-dione